C(C)N(CC)C1C(OC2=CC=CC=C2C1CCCO)=O (diethylamino)-4-(3-hydroxypropyl)chroman-2-one